6-bromo-4-(2-chloroacetyl)-3,4-dihydro-2H-benzo[b][1,4]oxazine-2-carboxamide BrC1=CC2=C(OC(CN2C(CCl)=O)C(=O)N)C=C1